3-(2-(1-oxo-1,2-dihydro-phthalazin-5-yl)propoxy)propionic acid O=C1NN=CC2=C(C=CC=C12)C(COCCC(=O)O)C